ClC1=C(C=CC=C1F)C1=CN(C(N(C1=O)CCNC(C)=O)=O)CC(N1CCC(CC1)N1C(NC2=C(CC1)C=CC=C2)=O)=O N-[2-(5-(2-chloro-3-fluoro-phenyl)-2,6-dioxo-3-{2-oxo-2-[4-(2-oxo-1,2,4,5-tetrahydro-benzo[d][1,3]diazepin-3-yl)-piperidin-1-yl]-ethyl}-3,6-dihydro-2H-pyrimidin-1-yl)-ethyl]-acetamid